O1COC2=C1C=CC(=C2)CC(C)NC [1-(2H-1,3-benzodioxol-5-yl)propan-2-yl](methyl)amine